C[C@@]12CCC[C@@]([C@H]1CC[C@]34[C@H]2CC[C@](C3)(C(=C)C4)O[C@H]5[C@@H]([C@H]([C@@H]([C@H](O5)CO)O)O)O[C@H]6[C@@H]([C@H]([C@@H]([C@H](O6)CO)O)O)O)(C)C(=O)O[C@H]7[C@@H]([C@H]([C@@H]([C@H](O7)CO)O)O)O The molecule is a diterpene glycoside that is rubusoside in which the hydroxy group at position 2 of the allylic beta-D-glucoside has been converted to the corresponding beta-D-glucoside. It is a natural herbal sweetener that is 250-300 times sweeter than sucrose (though with a bitter aftertaste), extracted from the Stevia rebaudiana plant native to South America. It has a role as a sweetening agent, an antioxidant, an antineoplastic agent, a hypoglycemic agent, an anti-inflammatory agent and a plant metabolite. It is a diterpene glycoside, an ent-kaurane diterpenoid, a beta-D-glucoside, a tetracyclic diterpenoid and a bridged compound. It derives from a steviol and a rubusoside.